ClC1=CC=C(CN2C=C(C3=CC=CC=C23)SCC(=O)OC)C=C1 methyl 2-((1-(4-chlorobenzyl)-1H-indol-3-yl)thio)acetate